7-chloro-6-fluoro-1-(2-isopropyl-4-methyl-3-pyridyl)-4-[(2S)-2-methyl-4-(2,3,4,5-tetrafluoro-6-methoxy-phenyl)sulfonyl-piperazin-1-yl]pyrido[2,3-d]pyrimidin-2-one ClC=1C(=CC2=C(N(C(N=C2N2[C@H](CN(CC2)S(=O)(=O)C2=C(C(=C(C(=C2OC)F)F)F)F)C)=O)C=2C(=NC=CC2C)C(C)C)N1)F